CC(C)(C1=CC=C(C=C1)C)C1=CC=C(C=C1)C1=CC=CN2C1=NS(CC2)(=O)=O 9-{4-[1-methyl-1-(4-methylphenyl)ethyl]phenyl}-3,4-dihydropyrido[2,1-c][1,2,4]thiadiazine 2,2-dioxide